CN1C(NC2=CC(=CC=C2C1=O)CN1CCN(CC1)C=1C=CC(=NC1Cl)C(=O)NCC)=O 5-(4-((3-methyl-2,4-dioxo-1,2,3,4-tetrahydroquinazolin-7-yl)methyl)piperazin-1-yl)-6-chloro-N-ethylpyridinecarboxamide